S1C(=NC2=C1C=CC=C2)SCC(CC)C 4-benzothiazole-2-sulfenyl-3-methylbutane